(R)-(3-Carboxy-2-hydroxypropyl)-N,N,N-trimethylammonium hydroxid [OH-].C(=O)(O)C[C@H](C[N+](C)(C)C)O